ClC1=NC(=CC(=C1)C1(CC1)N)OCC(F)(F)F 1-(2-chloro-6-(2,2,2-trifluoroethoxy)pyridin-4-yl)cyclopropan-1-amine